1-(3-fluoro-2-methylbenzyl)-8-(3-hydroxy-2,2-dimethylpropionyl)-3-(6-methoxy-5-(1H-pyrazol-4-yl)pyridin-2-yl)-1,3,8-triazaspiro[4.5]decan-2-one FC=1C(=C(CN2C(N(CC23CCN(CC3)C(C(CO)(C)C)=O)C3=NC(=C(C=C3)C=3C=NNC3)OC)=O)C=CC1)C